1-{(3R)-3-[4-amino-3-(4-phenoxyphenyl)-1H-pyrazolo[3,4-d]pyrimidin-1-yl]-1-piperidinyl}-2-propen-1-one NC1=C2C(=NC=N1)N(N=C2C2=CC=C(C=C2)OC2=CC=CC=C2)[C@H]2CN(CCC2)C(C=C)=O